C(C)(C)(C)OC(=O)N1CCN(CC1)C(NC1=CC=C(C=C1)CCCCOC1=CC=CC2=CC=CC=C12)=O.N1(CCCCC1)C(CN1N=CC2=NC=C(C=C21)C2=CC(=CC=C2)C(F)(F)F)=O 1-(1-Piperidyl)-2-[6-[3-(trifluoromethyl)phenyl]pyrazolo[4,3-b]pyridin-1-yl]ethanone tert-butyl-4-((4-(4-(naphthalen-1-yloxy)butyl)phenyl)carbamoyl)piperazine-1-carboxylate